2-(6-bromo-1-oxospiro[3H-isoquinoline-4,1'-cyclopropane]-2-yl)-N-(5-cyano-4-methylpyrimidin-2-yl)acetamide BrC=1C=C2C(=CC1)C(N(CC21CC1)CC(=O)NC1=NC=C(C(=N1)C)C#N)=O